C(C)(C)(C)OC(=O)N1[C@@H](CN(C[C@@H]1C)C(C1=C(C(=CC(=C1)Br)[N+](=O)[O-])F)=O)C (2R,6S)-4-(5-bromo-2-fluoro-3-nitrobenzoyl)-2,6-dimethylpiperazine-1-carboxylic acid tert-butyl ester